NC1=CC=C(C=C1)C1=NN(C(=C1)NC(C1=CC(=CC=C1)C#C)=O)C N-(3-(4-aminophenyl)-1-methyl-1H-pyrazol-5-yl)-3-ethynylbenzamide